sulfobenzoic anhydride C1=CC=C2C(=C1)C(=O)OS2(=O)=O